P(=O)(OC)(OC[C@@H](COCCCCCCCCCCCCCCCCCC)OCC1=CC(=CC(=C1)F)C#N)O methyl ((R)-2-((3-cyano-5-fluorobenzyl) oxy)-3-(octadecyloxy)propyl) hydrogen phosphate